OC(C#CC=1C=C(C=CC1)N1CCC(CC1)OC1CC(C1)O)(C)C 3-((1-(3-(3-hydroxy-3-methylbut-1-yn-1-yl)phenyl)piperidin-4-yl)oxy)cyclobutan-1-ol